(R)-6-methoxy-N-(4-fluoro-3-(3-imino-2,5-dimethyl-1,1-dioxo-1,2,4-thiadiazin-5-yl)phenyl)benzo[d]oxazole-2-carboxamide COC1=CC2=C(N=C(O2)C(=O)NC2=CC(=C(C=C2)F)[C@]2(NC(N(S(C2)(=O)=O)C)=N)C)C=C1